Tert-butyl-((9-(4-fluoro-3-methylphenyl)spiro[4.5]decane-6-en-6-yl)oxy)dimethyl-silane C(C)(C)(C)[Si](C)(C)OC=1C2(CCCC2)CC(CC1)C1=CC(=C(C=C1)F)C